FC1=C(C=CC(=C1)F)S(=O)(=O)Cl 2,4-difluorobenzenesulfonylchloride